C(C)N1C2=C(OCC1=O)C(=CC(=C2)NC2=NC=C(C(=N2)C2=C(C=C(C=C2)F)OC)F)CN2CCN(CC2)C 4-Ethyl-6-((5-fluoro-4-(4-fluoro-2-methoxyphenyl)pyrimidin-2-yl)amino)-8-((4-methylpiperazin-1-yl)methyl)-2H-benzo[b][1,4]oxazin-3(4H)-one